NCC1(CCN(CC1)C1=NN2C(S1)=NC=C2C2=C(C=C(C=C2)F)OC)O 4-(aminomethyl)-1-(5-(4-fluoro-2-methoxyphenyl)imidazo[2,1-b][1,3,4]thiadiazol-2-yl)piperidin-4-ol